diphenylguanidinium oxamate C(C(=O)N)(=O)[O-].C1(=CC=CC=C1)[N+](=C(N)N)C1=CC=CC=C1